1-(5-((4-(4-methoxyphenyl)piperazin-1-yl)methyl)-1-oxoisoindolin-2-yl)dihydropyrimidine-2,4(1H,3H)-dione COC1=CC=C(C=C1)N1CCN(CC1)CC=1C=C2CN(C(C2=CC1)=O)N1C(NC(CC1)=O)=O